2-amino-4-(4'-fluoro-[1,1'-biphenyl]-3-yl)-6-(piperidin-1-yl)pyridine-3,5-dicarbonitrile NC1=NC(=C(C(=C1C#N)C=1C=C(C=CC1)C1=CC=C(C=C1)F)C#N)N1CCCCC1